C(#N)C=1C=CC(=NC1)C(CNC(=O)C1=NOC(=C1)C1=C(C=C(C=C1)F)F)(C)C=1C=NN(C1)C N-[2-(5-cyano-2-pyridyl)-2-(1-methylpyrazol-4-yl)propyl]-5-(2,4-difluorophenyl)isoxazole-3-carboxamide